CC(C)(C)[S@@](=O)N=C(C)C=1C=C2C=CN(C2=CC1)C(=O)C1CCOCC1 (R)-2-methyl-N-(1-(1-(tetrahydro-2H-pyran-4-carbonyl)indol-5-yl)ethylidene)propane-2-sulfinylamine